tert-butyl (S)-1-(((R)-tert-butylsulfinyl)amino)-6-morpholino-1,3-dihydrospiro[indene-2,4'-piperidine]-1'-carboxylate C(C)(C)(C)[S@@](=O)N[C@@H]1C2=CC(=CC=C2CC12CCN(CC2)C(=O)OC(C)(C)C)N2CCOCC2